[Ir].S1C(=CC=C1)C=1C(=NC=CC1)C=1SC=CC1 dithienylpyridine Iridium